(3-(3-(oxetan-3-yl)-2-oxoimidazolin-1-yl)piperidin-1-yl)-3-((4-(2-oxo-7-azaspiro[3.5]non-7-yl)phenyl)amino)pyrazine-2-carboxamide O1CC(C1)N1C(N(CC1)C1CN(CCC1)C=1N=C(C(=NC1)C(=O)N)NC1=CC=C(C=C1)N1CCC2(CC(C2)=O)CC1)=O